(R)-cyclohexylglycine hydrochloride Cl.C1(CCCCC1)NCC(=O)O